N-Cyclopentyl-2-(4-(methylthio)phenyl)oxazole-4-carboxamide C1(CCCC1)NC(=O)C=1N=C(OC1)C1=CC=C(C=C1)SC